OCOP(=O)(O)C(C(C(=O)O)=C=O)C (hydroxymethylphosphono)-2-carbonylbutanoic acid